tert-Butyl ((2-(((S)-5-((4,4-difluorocyclohexyl)amino)pentan-2-yl)oxy)-6-methylpyridin-3-yl)sulfonyl)-L-prolinate FC1(CCC(CC1)NCCC[C@H](C)OC1=NC(=CC=C1S(=O)(=O)N1[C@@H](CCC1)C(=O)OC(C)(C)C)C)F